2,6-dimethoxy-3,5-diphenyl-2'-biphenyl-yl-dicyclohexylphosphine COC1=C(C(=C(C=C1C1=CC=CC=C1)C1=CC=CC=C1)OC)C1=C(C=CC=C1)P(C1CCCCC1)C1CCCCC1